C(C)(C)(C)OC(NC1=C(C(=CC=C1Br)OC)C)=O (6-Bromo-3-methoxy-2-methylphenyl)carbamic acid tert-butyl ester